CC(C)NC1=NC(=NC(=N1)Cl)NC(C)C The molecule is a diamino-1,3,5-triazine that is N,N'-di(propan-2-yl)-1,3,5-triazine-2,4-diamine substituted by a chloro group at position 6. It has a role as a herbicide, an environmental contaminant and a xenobiotic. It is a chloro-1,3,5-triazine and a diamino-1,3,5-triazine.